2,6-Dibromo-4-methoxy-3-nitropyridine BrC1=NC(=CC(=C1[N+](=O)[O-])OC)Br